bis(1,5-cyclooctadiene) rhodium (I) salt [Rh+].C1=CCCC=CCC1.C1=CCCC=CCC1